methyl 1-acetyl-3-((S)-2-((tert-butoxycarbonyl)amino)-5-(2-nitro-1H-imidazol-1-yl)pentanamido)pyrrolidine-3-carboxylate C(C)(=O)N1CC(CC1)(C(=O)OC)NC([C@H](CCCN1C(=NC=C1)[N+](=O)[O-])NC(=O)OC(C)(C)C)=O